COC=1C=C(N)C=CC1OCC=1N=C(SC1)C 3-methoxy-4-((2-methylthiazol-4-yl)methoxy)aniline